1-(trifluoromethylsulfonyl)benzotriazole FC(S(=O)(=O)N1N=NC2=C1C=CC=C2)(F)F